trans-4-((5-fluoro-4-(3-(2-oxo-5-(trifluoromethyl)pyridin-1(2H)-yl)phenyl)pyrimidin-2-yl)amino)cyclohexane-1-carboxamide FC=1C(=NC(=NC1)N[C@@H]1CC[C@H](CC1)C(=O)N)C1=CC(=CC=C1)N1C(C=CC(=C1)C(F)(F)F)=O